C(#N)C1=C(NC=C1C)NC(COC=1C=CC=C2C(=NN(C12)C)C1C(NC(CC1)=O)=O)=O N-(3-cyano-4-methyl-1H-pyrrol-2-yl)-2-((3-(2,6-dioxopiperidin-3-yl)-1-methyl-1H-indazol-7-yl)oxy)acetamide